3,4,4'-triaminodiphenyl ether C1=CC(=CC=C1N)OC2=CC(=C(C=C2)N)N